{1-[(2-fluorophenyl)methyl]piperidin-4-yl}-3-[6-(4-methylpiperazin-1-yl)-[1,2,4]triazolo[4,3-b]pyridazin-3-yl]propanamide FC1=C(C=CC=C1)CN1CCC(CC1)C(C(=O)N)CC1=NN=C2N1N=C(C=C2)N2CCN(CC2)C